{2-(5-(1-{[(dimethyl-1,2-oxazol-4-yl)(phenyl)methyl]carbamoyl}cyclopropyl)-1H-indol-3-yl)ethoxy}phosphonic acid CC1=C(C(=NO1)C)C(C1=CC=CC=C1)NC(=O)C1(CC1)C=1C=C2C(=CNC2=CC1)CCOP(O)(O)=O